FC(C(=O)O)(F)F.NC=1N=CC(=NC1C1=CC=NN1C([2H])([2H])[2H])C=1C=C(C=CC1C)C(CO)(C(F)(F)F)O 2-(3-(5-Amino-6-(1-(methyl-d3)-1H-pyrazol-5-yl)pyrazin-2-yl)-4-methylphenyl)-3,3,3-trifluoropropane-1,2-diol trifluoroacetate Salt